O1CCC(C=2C1=NC=CC2)CO (3,4-Dihydro-2H-pyrano[2,3-b]pyridin-4-yl)methanol